The molecule is an acyl-CoA oxoanion obtained via deprotonation of the phosphate and diphosphate OH groups of (E)-4-(trimethylammonio)but-2-enoyl-CoA; major species at pH 7.3. It is a conjugate base of an (E)-4-(trimethylammonio)but-2-enoyl-CoA. CC(C)(COP(=O)([O-])OP(=O)([O-])OC[C@@H]1[C@H]([C@H]([C@@H](O1)N2C=NC3=C(N=CN=C32)N)O)OP(=O)([O-])[O-])[C@H](C(=O)NCCC(=O)NCCSC(=O)/C=C/C[N+](C)(C)C)O